tetradodecyl 3,3',3'',3'''-((((6-((4-hydroxybutyl)amino)-1,3,5-triazine-2,4-diyl)bis(azanediyl))bis(propane-3,1-diyl))bis(azanetriyl))tetrapropionate OCCCCNC1=NC(=NC(=N1)NCCCN(CCC(=O)OCCCCCCCCCCCC)CCC(=O)OCCCCCCCCCCCC)NCCCN(CCC(=O)OCCCCCCCCCCCC)CCC(=O)OCCCCCCCCCCCC